CN(C1=CC(OC1)=O)CC=1C=NC(=CC1)Cl 4-[methyl[(6-chloropyridin-3-yl)methyl](amino)]furan-2(5H)-one